OC1=C(OC2=CC(=CC(=C2C1=O)O)O)C1=C(C=CC=C1O)O 3,5,7,2',6'-pentahydroxyflavone